methyl 2,4-dichloro-5-(ethanethioylamino)benzoate ClC1=C(C(=O)OC)C=C(C(=C1)Cl)NC(C)=S